OC1[C@H](N)[C@@H](O)[C@H](O)[C@H](O1)CO D-glucosamine